FC=1C=C2C(=NC1)N(C=C2)S(=O)(=O)C2=CC=C(C=C2)C 5-fluoro-1-(p-tolylsulfonyl)pyrrolo[2,3-b]pyridine